P(=O)(OCCCCCCCCCOC(C=C)=O)(O)O acryloyloxynonyl dihydrogen phosphate